1-(5-bromo-2-fluorophenyl)-2-(3,3-difluorocyclobutoxy)ethan-1-one BrC=1C=CC(=C(C1)C(COC1CC(C1)(F)F)=O)F